(2R,3R)-1-((4,4-difluorocyclohexyl)oxy)-3-((tetrahydro-2H-pyran-4-yl)methoxy)butan-2-amine FC1(CCC(CC1)OC[C@H]([C@@H](C)OCC1CCOCC1)N)F